6-(3,4-dimethoxyphenyl)pyrazin COC=1C=C(C=CC1OC)C1=CN=CC=N1